5-(bromomethyl)-3-isopropyl-1-[4-(trifluoromethyl)phenyl]pyrimidine-2,4-dione BrCC=1C(N(C(N(C1)C1=CC=C(C=C1)C(F)(F)F)=O)C(C)C)=O